ClC1=CC=C(CN2C(=C(C3=CC(=CC=C23)C(C)C)SC(C)(C)C)CC(C(=O)O)(C)C)C=C1 3-[1-(4-chlorobenzyl)-3-tert-butylthio-5-isopropyl-indole-2-yl]-2,2-dimethylpropionic acid